[O-]S(=O)(=O)C(F)(F)F.CC1(CC(=CC=C1)C)N1C=[NH+]C(C1CC(C)C1=C(C(=C(C(=C1F)F)F)F)F)CC(C)C1=C(C(=C(C(=C1F)F)F)F)F 1,3-dimethylphenyl-4,5-bis(2-(perfluorophenyl)propyl)-4,5-dihydro-1H-imidazol-3-ium triflate